N[C@@H](CCCCN)C(=O)O (S,R)-Lysine